C(CCC\C=C/CC)OC(CCC(=O)OCCCCCCN(CCCCCCCC(=O)OCCCCCCCCCC#C)CCO)OCCCC\C=C/CC undec-10-yn-1-yl 8-((6-((4,4-bis(((Z)-oct-5-en-1-yl)oxy)butanoyl)oxy)hexyl)(2-hydroxyethyl)amino)octanoate